5-fluoro-2-[(4S)-4-[[6-oxo-5-(trifluoromethyl)-1H-pyridazin-4-yl]amino]pentyl]-6-[5-(trifluoromethyl)pyridin-2-yl]isoquinolin-1-one FC1=C2C=CN(C(C2=CC=C1C1=NC=C(C=C1)C(F)(F)F)=O)CCC[C@H](C)NC=1C=NNC(C1C(F)(F)F)=O